O1CC(CC(C1)O)O tetrahydro-2H-pyran-3,5-diol